ClC1=NC(=NC(=C1)C1=C(C=CC=C1CC)CC)N 4-chloro-6-(2,6-diethylphenyl)pyrimidin-2-amine